CNC1CC=C(CC1)C1=CN=C(C=2N1C(=NC2)C(C)C)N 5-[4-(methylamino)cyclohex-1-en-1-yl]-3-(propan-2-yl)imidazo[1,5-a]pyrazin-8-amine